2-(imidazol-1-yl)-5H,6H,7H-cyclopenta[d]pyrimidine-4-carboxylic acid N1(C=NC=C1)C=1N=C(C2=C(N1)CCC2)C(=O)O